4-(4-Benzylpiperazin-1-yl)-1-(3-methoxypropyl)-3-nitro-1,5-naphthyridin-2(1H)-one C(C1=CC=CC=C1)N1CCN(CC1)C1=C(C(N(C2=CC=CN=C12)CCCOC)=O)[N+](=O)[O-]